(E)-1-(5-(6-chloro-3-(1H-imidazol-1-yl)-5-methoxy-1-methyl-1H-pyrrolo[3,2-b]pyridin-2-yl)-1H-1,2,4-triazol-3-yl)ethan-1-one O-(2-hydroxyethyl) oxime OCCO\N=C(/C)\C1=NNC(=N1)C1=C(C2=NC(=C(C=C2N1C)Cl)OC)N1C=NC=C1